C[C@H]1N(CCOC1)C=1N=C2N(C(C1)=O)CC[C@H](N2CC(CC)=O)C(F)(F)F (S)-2-((R)-3-Methylmorpholin-4-yl)-9-(2-oxobutyl)-8-trifluoromethyl-6,7,8,9-tetrahydropyrimido[1,2-a]pyrimidin-4-one